cyclohexylsulfonyl-(2,4,6-triethylphenylsulfonyl)diazomethane C1(CCCCC1)S(=O)(=O)C(=[N+]=[N-])S(=O)(=O)C1=C(C=C(C=C1CC)CC)CC